CC1=C(C2=C(N=N1)OC1=C2N=CN=C1N1CC2(COC2)C1)C 3,4-dimethyl-8-(2-oxa-6-azaspiro[3.3]heptan-6-yl)pyrimido[4',5':4,5]furo[2,3-c]pyridazine